N'-hydroxy-2-tetrahydropyran-2-yloxy-propionamidine ON=C(C(C)OC1OCCCC1)N